3-(3-chloro-5-(hydroxymethyl)pyrrolidin-3-yl)pyrrolidine-3-carbonitrile ClC1(CNC(C1)CO)C1(CNCC1)C#N